FC1=CC=C(C=C1)N1N=CC2=CC(=CC=C12)N1C2(CC2)CN(CC1)S(=O)(=O)C=1C=NN(C1)CCC 1-(4-fluorophenyl)-5-(7-((1-propyl-1H-pyrazol-4-yl)sulfonyl)-4,7-diazaspiro[2.5]octan-4-yl)-1H-indazole